Tetrabutyl-succinic diamide C(CCC)C(C(C(=O)N)(CCCC)CCCC)(C(=O)N)CCCC